CCCCCCCCCCCCCCCCCC.[Na].[Na] disodium octadecane